(E)-2-(4-isopropylbenzylidene)hydrazine-1-carboxamide C(C)(C)C1=CC=C(\C=N\NC(=O)N)C=C1